C(C)OC(C(CC=1C=C(C=CC1)C(C(=O)OC(C)(C)C)(CCC(CO)(C)C)C)C)=O tert-butyl 2-(3-(3-ethoxy-2-methyl-3-oxopropyl)phenyl)-6-hydroxy-2,5,5-trimethylhexanoate